NC1=C(C(=NC=N1)N1C[C@@H]([C@H](CC1)C(=O)N(C)C)N1C(C(CCC1)NC1=CC(=CC(=C1)C(F)(F)F)Cl)=O)F (3'R,4'S)-1'-(6-amino-5-fluoropyrimidin-4-yl)-3-((3-chloro-5-(trifluoromethyl)phenyl)amino)-N,N-dimethyl-2-oxo-[1,3'-bipiperidine]-4'-carboxamide